5-ACETYL-2,4-DIMETHYL-1H-PYRROLE-3-CARBOXYLIC ACID C(C)(=O)C1=C(C(=C(N1)C)C(=O)O)C